OC(COC(C1=CC=CC=C1)=O)C benzoic acid 2-hydroxypropyl ester